Bis(2,5-dioxopyrrolidin-1-yl) butanedioate C(CCC(=O)ON1C(CCC1=O)=O)(=O)ON1C(CCC1=O)=O